OP(O)OP(O)O.C1(=CC=CC=C1)C(C(C(O)(CCCCCCCC(C)C)C1=CC=CC=C1)(C)C)(O)CCCCCCCC(C)C diphenyl-diisodecyl-neopentyl glycol diphosphite